F\C(\C(=O)NC=1C(=NC=C(C1C)F)C)=C/C1=CC=C2C(=NNC2=C1F)CCC (Z)-2-fluoro-N-(5-fluoro-2,4-dimethylpyridin-3-yl)-3-(7-fluoro-3-propyl-1H-indazol-6-yl)acrylamide